6-methylthieno[2,3-b]pyrazin-3-amine CC1=CC=2C(=NC(=CN2)N)S1